C(C)N(CCC1=CNC2=CC=CC=C12)C(N)=O ethyl-carbamoyl-tryptamine